FC1(OC(C(OC1(F)F)(F)F)(F)F)F 2,2,3,3,5,5,6,6-octafluoro-1,4-dioxane